COC1=CNC2=C(C=CC=C12)C 3-methoxy-7-methylindole